C(#N)[C@]1(CCOC2=CC=C(C=C12)C(=O)O)C (S)-4-cyano-4-methyl-chroman-6-carboxylic acid